11-chloro-13-methyl-6,7,13,14-tetrahydro-1,15-ethenopyrazolo[4,3-f][1,4,8,10]benzoxatriazacyclotridecin-4(5H)-one ClC=1C=CC2=C(C(NC3=NC4=C(C(NCCO2)=O)C=NN4C=C3)C)C1